tris(2,4,6-trimethoxyphenyl)phosphorus COC1=C(C(=CC(=C1)OC)OC)P(C1=C(C=C(C=C1OC)OC)OC)C1=C(C=C(C=C1OC)OC)OC